COC1=C(C=CC(=C1)S(=O)(=O)N1CCOCC1)NC=1N=C(C2=C(N1)NC=C2C#N)NCCOC 2-((2-methoxy-4-(morpholinosulfonyl)phenyl)amino)-4-((2-methoxyethyl)amino)-7H-pyrrolo[2,3-d]pyrimidine-5-carbonitrile